N-(5-((9-ethyl-3,9-diazaspiro[5.5]undecan-3-yl)methyl)pyridin-2-yl)-5-fluoropyrimidin C(C)N1CCC2(CCN(CC2)CC=2C=CC(=NC2)N2CN=CC(=C2)F)CC1